(chloromethyl)-6-phenylimidazo[1,5-a]pyridine ClCC=1N=CN2C1C=CC(=C2)C2=CC=CC=C2